N1(CCOCC1)C=1C=C2C(=NC=3N(C2=CC1)C=CN3)NC(C)C3=CC(=CC=C3)C(F)(F)F (7-morpholin-4-yl-imidazo[1,2-a]quinazolin-5-yl)-[1-(3-trifluoromethyl-phenyl)-ethyl]-amine